FC=1C(=CC(=C(C1)NC(C1=C(C=CC=C1)C)=O)C)S(N[C@H](C)C1CCNCC1)(=O)=O (R)-N-(5-fluoro-2-methyl-4-(N-(1-(piperidin-4-yl)ethyl)sulfamoyl)phenyl)-2-methylbenzamide